CNCC1=CC=C(C=C1)C1=NN=CO1 5-(4-((methylamino)methyl)phenyl)-1,3,4-oxadiazol